CC1(CCC(CC1)NC(OC1=CC=CC=C1)=O)C phenyl (4,4-dimethylcyclohexyl)carbamate